2-(6-fluoropyridin-2-yl)propan-2-amine FC1=CC=CC(=N1)C(C)(C)N